cyanide zinc-iron [Fe+2].[Zn+2].[C-]#N.[C-]#N.[C-]#N.[C-]#N